(15R)-5-({2-chloro-5H,6H,7H,8H,9H-pyrimido[4,5-d]azepin-4-yl}oxy)-15-methyl-11-thia-3,6,14,17-tetra-azatetracyclo[8.8.0.02,7.012,18]octadeca-1(10),2(7),3,5,8,12(18)-hexaen-13-one ClC=1N=C(C2=C(CCNCC2)N1)OC=1C=NC=2C=3C=4NC[C@H](NC(C4SC3C=CC2N1)=O)C